2-tert-butyl-4,6-dinitrophenol C(C)(C)(C)C1=C(C(=CC(=C1)[N+](=O)[O-])[N+](=O)[O-])O